3-Methyl-2-oxo-4-[[1-(4-piperidyl)-4-piperidyl]methyl]benzimidazol CN1C(NC2=C1C(=CC=C2)CC2CCN(CC2)C2CCNCC2)=O